NC=1C=C(C(=NC1)NC(OC(C)(C)C)=O)C(F)(F)F tert-butyl N-[5-amino-3-(trifluoromethyl)-2-pyridyl]carbamate